(2R,5R)-2,5-dimethylphospholane C[C@H]1P[C@@H](CC1)C